FC1=CC=C(C=C1)C(N1C[C@@H](N(C[C@H]1C)C(=O)OCC1=CC=CC=C1)CO)C1=CC=C(C=C1)F Benzyl (2R,5R)-4-(bis(4-fluorophenyl)methyl)-2-(hydroxymethyl)-5-methylpiperazine-1-carboxylate